zinc trisulfide carbonate C(O)(O)=O.[S-]S[S-].[Zn+2]